N-[3-[4-(4-chlorophenyl)thiazol-2-yl]-1-bicyclo[1.1.1]pentyl]-5-(1-methanesulfonylcyclopropyl)furan-2-carboxamide ClC1=CC=C(C=C1)C=1N=C(SC1)C12CC(C1)(C2)NC(=O)C=2OC(=CC2)C2(CC2)S(=O)(=O)C